6-(4-Chlorophenyl)-3-oxo-2-(1,2-thiazol-4-yl)-2,3-dihydropyridazine-4-carboxylic acid ClC1=CC=C(C=C1)C=1C=C(C(N(N1)C=1C=NSC1)=O)C(=O)O